FC=1C=2N(C=CC1)N=C(C2)[C@@H]2N(CCC1=C2N=CN1)C(=O)C1=C(N=C(O1)C(C)(C)O)C(F)(F)F (R)-(4-(4-fluoropyrazolo[1,5-a]pyridin-2-yl)-6,7-dihydro-1H-imidazo[4,5-c]pyridin-5(4H)-yl)(2-(2-hydroxypropan-2-yl)-4-(trifluoromethyl)oxazol-5-yl)methanone